3-Fluoro-6-methyl-2-(prop-1-en-2-yl)pyridine FC=1C(=NC(=CC1)C)C(=C)C